(R)-(3'-(2-((1S,4R)-2-oxa-5-azabicyclo[2.2.1]heptan-5-yl)-2-oxoethyl)-2',4'-dioxo-2,3-dihydrospiro[indene-1,5'-oxazolidine]-5-yl)-3-methylurea [C@@H]12OC[C@H](N(C1)C(CN1C(O[C@]3(C1=O)CCC1=CC(=CC=C13)NC(=O)NC)=O)=O)C2